(3S)-4-(2-amino-4-bromo-5-chloro-benzoyl)-3-[2-(p-tolylsulfonyloxy)ethyl]piperazine-1-carboxylic acid tert-butyl ester C(C)(C)(C)OC(=O)N1C[C@@H](N(CC1)C(C1=C(C=C(C(=C1)Cl)Br)N)=O)CCOS(=O)(=O)C1=CC=C(C=C1)C